(5-methyl-2-(tetrahydrofuran-2-yl)phenyl)methanesulfonyl chloride CC=1C=CC(=C(C1)CS(=O)(=O)Cl)C1OCCC1